ClC1=C(C=CC(=C1)Cl)N(CC=1C=NC=CC1)CC=1C=NN(C1)C1OCCCC1 (2,4-dichlorophenyl)-N-(pyridin-3-ylmethyl)-1-(1-(tetrahydro-2H-pyran-2-yl)-1H-pyrazol-4-yl)methylamine